(3R)-3-amino-5-[(4-chloro-phenyl)methyl]-7-[4-[(4-chlorophenyl)methyl]-triazol-1-yl]-8-fluoro-2,3-dihydro-1,5-benzothiazepin-4-one N[C@H]1CSC2=C(N(C1=O)CC1=CC=C(C=C1)Cl)C=C(C(=C2)F)N2N=NC(=C2)CC2=CC=C(C=C2)Cl